C1(CC1)N1CCC(CC1)N1CCC(CC1)C1=CC2=C(N(C(=N2)C2=CC=C(C=C2)S(=O)(=O)C)C)C=C1F 5-(1'-Cyclopropyl-[1,4'-bipiperidin]-4-yl)-6-fluoro-1-methyl-2-(4-(methylsulfonyl)phenyl)-1H-benzo[d]imidazol